5-methyl-5-(4-hydroxyphenyl)bicyclo[2.2.1]Hept-2-ene CC1(C2C=CC(C1)C2)C2=CC=C(C=C2)O